O1C(=CC=C1C(=O)O)C(=O)O.CC(CC)O.CC(CC)O di-2-butanol 2,5-furandicarboxylate